ClC1=C(C=CC=C1C1=C(C(=CC=C1)NC(C1=CC(=C(C(=C1)OC)C=O)F)=O)Cl)NC(=O)C1=NN2C(C(CCC2)N2C[C@@H](CC2)C(=O)OC)=C1 methyl (3R)-1-[2-[[2-chloro-3-[2-chloro-3-[(3-fluoro-4-formyl-5-methoxy-benzoyl)amino]phenyl]phenyl]carbamoyl]-4,5,6,7-tetrahydropyrazolo[1,5-a]pyridin-4-yl]pyrrolidine-3-carboxylate